C1(CC1)S(=O)(=O)N1N=CC(=C1)C1=NC=CC(=N1)NC1=NC=C(C(=C1)NC1CCC(CC1)F)C1=NN(C=C1)C(F)F N2-(2-(1-(Cyclopropylsulfonyl)-1H-pyrazol-4-yl)pyrimidin-4-yl)-5-(1-(difluoromethyl)-1H-pyrazol-3-yl)-N4-((1r,4r)-4-fluorocyclohexyl)pyridine-2,4-diamine